ClC1=CC=C(N=N1)NC[C@@H](C(C)C)O |r| (rac)-1-((6-Chloropyridazin-3-yl)amino)-3-methylbutan-2-ol